methyl (1R,4R)-4-aminocyclohexanecarboxylate NC1CCC(CC1)C(=O)OC